(3S,5R)-5-(methoxymethyl-1-(prop-2-enoyl)pyrrolidin-3-yl)-5-(methylamino)pyrazole-4-carboxamide COCC1N(CC[C@@H]1[C@@]1(C(=CN=N1)C(=O)N)NC)C(C=C)=O